3,3,3-trifluoro-N-(2-fluoro-4-(2-((2-(2-fluoroethyl)-2-azaspiro-[3.5]nonan-7-yl)amino)-8-isopropyl-7-oxo-7,8-dihydropyrido[2,3-d]-pyrimidin-6-yl)phenyl)-propane-1-sulfonamide FC(CCS(=O)(=O)NC1=C(C=C(C=C1)C1=CC2=C(N=C(N=C2)NC2CCC3(CN(C3)CCF)CC2)N(C1=O)C(C)C)F)(F)F